7-amino-6-bromo-N-((5-chloro-2-pyridinyl)methyl)-N-((1R)-1-(2-pyrimidinyl)ethyl)-1,8-naphthyridine-3-carboxamide NC1=C(C=C2C=C(C=NC2=N1)C(=O)N([C@H](C)C1=NC=CC=N1)CC1=NC=C(C=C1)Cl)Br